8-((2S,5R)-4-((5-Fluoropyridin-2-yl)(p-tolyl)methyl)-2,5-dimethylpiperazin-1-yl)-5-methyl-6-oxo-5,6-dihydro-1,5-naphthyridin-2-carbonitril FC=1C=CC(=NC1)C(N1C[C@@H](N(C[C@H]1C)C1=CC(N(C=2C=CC(=NC12)C#N)C)=O)C)C1=CC=C(C=C1)C